2-(4-(p-fluorophenyl)benzyl)amino-4-methyl-5-acetylthiazole FC1=CC=C(C=C1)C1=CC=C(CNC=2SC(=C(N2)C)C(C)=O)C=C1